1-((2R,4S)-4-(4-amino-3-((1-cyclopropyl-6-fluoro-1H-benzo[d]imidazol-5-yl)ethynyl)-1H-pyrazolo[3,4-d]pyrimidin-1-yl)-2-((trifluoromethoxy)methyl)pyrrolidin-1-yl)prop-2-en-1-one NC1=C2C(=NC=N1)N(N=C2C#CC2=CC1=C(N(C=N1)C1CC1)C=C2F)[C@H]2C[C@@H](N(C2)C(C=C)=O)COC(F)(F)F